IC([2H])([2H])[2H] iodo(methane-d3)